N-methyl-bromotetrahydroquinoxaline CN1C(CNC2CC=CC=C12)Br